4-[2-(cyclopropylmethylamino)-5-ethylsulfonylphenyl]-7-fluoro-2-methylisoquinolin-1-one C1(CC1)CNC1=C(C=C(C=C1)S(=O)(=O)CC)C1=CN(C(C2=CC(=CC=C12)F)=O)C